C(C1=CC=CC=C1)N1N=C(C2=CC=CC=C2C1=O)C=1C=C(CNS(=O)(=O)NC(OC(C)(C)C)=O)C=CC1 tert-butyl (N-(3-(3-benzyl-4-oxo-3,4-dihydrophthalazin-1-yl)benzyl)sulfamoyl)carbamate